(1-(2-morpholin-4-yl-ethyl)indol-3-yl)-naphthalen-1-yl-methane N1(CCOCC1)CCN1C=C(C2=CC=CC=C12)CC1=CC=CC2=CC=CC=C12